COC=1C(=CC2=CNN=C2C1)C(=O)NC=1C=NN2C=NC=CC21 6-methoxy-N-(pyrazolo[1,5-c]pyrimidin-3-yl)-2H-indazole-5-carboxamide